[(1R)-2-(1-benzofuran-3-yl)-1-{[(1S,2R,4R)-7-oxabicyclo[2.2.1]heptan-2-yl]formamido}ethyl]boronic acid O1C=C(C2=C1C=CC=C2)C[C@H](NC(=O)[C@H]2[C@@H]1CC[C@H](C2)O1)B(O)O